COC=1C=CC(=NC1)C=1SC=CN1 2-(5-methoxypyridin-2-yl)thiazole